C(C1=CC=CC=C1)OC=1N=NC(=CC1OCC1=CC=CC=C1)CCC1=CC(=C(C=C1)C(F)(F)F)Cl 3,4-bis(benzyloxy)-6-((3-chloro-4-(trifluoromethyl)phenyl)ethyl)pyridazine